C(C)(C)(C)OC(=O)N1CC(CCC1)C=1N=NNC1.C(C)(C)(C)N1C[C@@H]([C@H](C1)C1=CC=CC=C1)C#N tert-butyl-(3R,4S)-3-cyano-4-phenylpyrrolidine tert-Butyl-3-(1H-1,2,3-triazol-4-yl)piperidine-1-carboxylate